5,6-dihydroxy-2,3-dihydro-1H-inden-1-one OC=1C=C2CCC(C2=CC1O)=O